C(#N)C1(CC1)C=1N=C(C2=C(N(C3=CC(=C(C=C23)F)S(=O)(=O)N)C=2SC(=NN2)C(F)F)N1)C1CCN(C=C1)C(C(C)C)=O (1-cyanocyclopropyl)-9-(5-(difluoromethyl)-1,3,4-thiadiazol-2-yl)-6-fluoro-4-(1-isobutyryl-1,2,3,4-tetrahydropyridin-4-yl)-9H-pyrimido[4,5-b]indole-7-sulfonamide